OB1N(N=CC2=C1C=CC(=C2)N2N=CC1=CC=CC=C21)C(C)=O 1-(1-hydroxy-6-indazol-1-yl-2,3,1-benzodiazaborinin-2-yl)ethanone